2-[1,1'-biphenyl]-2-yl-4-chloro-6-phenyl-1,3,5-triazine C1(=C(C=CC=C1)C1=NC(=NC(=N1)Cl)C1=CC=CC=C1)C1=CC=CC=C1